ClC1=C(C=CC=C1Cl)S 2,3-dichlorobenzene-1-thiol